ClC[SiH2]N1[Si](N[Si](N[Si]1(C)C)(C)C)(C)C 1-chloromethylsilyl-2,2,4,4,6,6-hexamethylcyclotrisilazane